(S)-2-(azetidin-2-yl)-5-methyl-3,5-dihydro-4H-imidazo[4,5-c]pyridine-4-one N1[C@@H](CC1)C1=NC2=C(C(N(C=C2)C)=O)N1